tert-butyl 4-((3R)-11-(2,4-difluorophenyl)-3-methoxy-6-oxo-10-(trifluoromethyl)-3,4-dihydro-2H,6H-[1,4]thiazepino[2,3,4-ij]quinazolin-8-yl)piperazine-1-carboxylate FC1=C(C=CC(=C1)F)C1=C(C=C2C(=NC(N3C2=C1SC[C@@H](C3)OC)=O)N3CCN(CC3)C(=O)OC(C)(C)C)C(F)(F)F